1-[(racemic)-2-(4-cyclopropyl-phenyl)propyl]-4-[2-(N-[(racemic)-3,3-difluorocyclohexyl]anilino)-2-oxo-ethyl]piperidine-4-carboxylic acid C1(CC1)C1=CC=C(C=C1)[C@H](CN1CCC(CC1)(C(=O)O)CC(=O)N(C1=CC=CC=C1)[C@H]1CC(CCC1)(F)F)C |r|